CN1C(=NC2=C(C=C(C=C2C1=O)C)C(C)NC1=C(C(=O)O)C=C(C=C1)F)N1CCOCC1 2-((1-(3,6-dimethyl-2-morpholino-4-oxo-3,4-dihydroquinazolin-8-yl)ethyl)amino)-5-fluorobenzoic acid